BrC=1C=CC(=C(C(=O)NC2=CC(=CC=C2)C=2OC(=NN2)C=2OC=CC2)C1)OC 5-Bromo-N-(3-(5-(furan-2-yl)-1,3,4-oxadiazol-2-yl)phenyl)-2-methoxybenzamide